C(C)(=O)O[Sn](CCCC)(CCCC)OC(C)=O di(acetoxy)dibutyltin